[1,4]diazepin-6(5H)-one N=1C=CNCC(C1)=O